1-(1-(oxetan-3-yl)piperidin-3-yl)-1,3-dihydro-2H-benzo[d]imidazol-2-one O1CC(C1)N1CC(CCC1)N1C(NC2=C1C=CC=C2)=O